The molecule is a chlorobenzoate obtained by deprotonation of the carboxy group of 2,4-dichlorobenzoic acid. It has a role as a bacterial metabolite. It derives from a benzoate. It is a conjugate base of a 2,4-dichlorobenzoic acid. C1=CC(=C(C=C1Cl)Cl)C(=O)[O-]